4-chloro-10-[2,6-difluoro-4-({2-[(3-hydroxypropyl)amino]ethyl}amino)phenyl]-8-ethyl-9-oxo-6,8,10-triazatricyclo[9.4.0.02,7]pentadeca-1(11),2(7),3,5,12,14-hexaene-13-carbonitrile ClC1=CC=2C=3C=CC(=CC3N(C(N(C2N=C1)CC)=O)C1=C(C=C(C=C1F)NCCNCCCO)F)C#N